NC1=NC2=CC=C(C=C2C=C1C)C(=O)N(C[C@H](C)C1CC1)CC1=CC=C(C=C1)N1CCC(CC1)C(N)=O 2-amino-N-(4-(4-carbamoyl-1-piperidinyl)benzyl)-N-((2R)-2-cyclopropylpropyl)-3-methyl-6-quinolinecarboxamide